C(CCC)[N+]1(CCCCC1)C 1-butyl-methylpiperidinium